C(C)(C)(C)C1N(CC1C=1SC2=C(N1)C=CC(=C2)C(NC2CCCC2)=O)C(=O)OC[C@@H](C)N(C)C (R)-2-(dimethylamino)propanol tert-butyl-3-(6-(cyclopentylcarbamoyl)benzo[d]thiazol-2-yl)azetidine-1-carboxylate